PYRIDIN-3-CARBOXYLATE N1=CC(=CC=C1)C(=O)[O-]